(2R,4S,5R,6R)-2-((6-aminohexyl)oxy)-6-((1R,2R)-3-(2-(4-ethynylphenyl)acetamido)-1,2-dihydroxypropyl)-4-hydroxy-5-(2-hydroxyacetamido)tetrahydro-2H-pyran-2-carboxylic acid NCCCCCCO[C@]1(O[C@H]([C@@H]([C@H](C1)O)NC(CO)=O)[C@@H]([C@@H](CNC(CC1=CC=C(C=C1)C#C)=O)O)O)C(=O)O